FC(CCN1CC(C1)=CC1=CC=C(C=C1)C1=C(CCCC2=C1C=CC=C2)C2=C(C=C(C=C2)F)C(F)(F)F)F 9-(4-((1-(3,3-Difluoropropyl)azetidin-3-yliden)methyl)phenyl)-8-(4-fluoro-2-(trifluoromethyl)phenyl)-6,7-dihydro-5H-benzo[7]annulen